7-(4-chlorophenyl)-4-(3,4,5-trimethoxybenzoyl)-3,4-dihydroquinoxalin-2(1H)-one ClC1=CC=C(C=C1)C1=CC=C2N(CC(NC2=C1)=O)C(C1=CC(=C(C(=C1)OC)OC)OC)=O